O=C1N(C2CCC1C2)NC(OCC2=CC=CC=C2)=O Benzyl (3-oxo-2-azabicyclo[2.2.1]heptan-2-yl)carbamate